COC(C1=C(C(=C(C(=C1)P(=O)(C)C)Br)F)N)=O 2-amino-4-bromo-5-(dimethylphosphoryl)-3-fluorobenzoic acid methyl ester